ETHYL 3-(BENZYLOXY)-4-BROMOISOTHIAZOLE-5-CARBOXYLATE C(C1=CC=CC=C1)OC1=NSC(=C1Br)C(=O)OCC